C(=O)[O-].C(CCCCCCCCCCC)N1C=[N+](C=C1)C(CC(C)(C)C)(C)C 1-dodecyl-3-(1,1,3,3-tetramethylbutyl)imidazolium formate